N-(2-chloro-4-(trifluoromethyl)phenyl)-1-(4-((1-(2-(2,6-dioxopiperidin-3-yl)-1,3-dioxoisoindoline-5-yl)azetidin-3-yl)ethynyl)-1H-pyrazol-1-yl)cyclobutane-2,2,3,3,4,4-d6-1-carboxamide ClC1=C(C=CC(=C1)C(F)(F)F)NC(=O)C1(C(C(C1([2H])[2H])([2H])[2H])([2H])[2H])N1N=CC(=C1)C#CC1CN(C1)C=1C=C2C(N(C(C2=CC1)=O)C1C(NC(CC1)=O)=O)=O